O=C1C=CC(CN1C1=CC(=CC=C1)NC(C(F)(F)F)C)C(=O)OCC ethyl 6-oxo-1-[3-[(1,1,1-trifluoropropan-2-yl)amino]phenyl]dihydropyridin-3-Carboxylate